Methyl-(S,E)-(7-(dimethylamino)-1-((1-((7-fluoro-4-isobutyl-3H-imidazo[4,5-c]pyridin-2-yl)methyl)-2-oxo-6-propyl-1,2-dihydropyridin-3-yl)amino)-1,7-dioxohept-5-en-2-yl)carbamat COC(N[C@H](C(=O)NC=1C(N(C(=CC1)CCC)CC1=NC2=C(C(=NC=C2F)CC(C)C)N1)=O)CC\C=C\C(=O)N(C)C)=O